[C@H]12COC[C@H](CC1)N2C=2SC1=C(N2)C(=C(C=C1)F)OCC(NCCOCCOCCOCCNC(C1=CC=C(C=C1)N1C(NC(CC1)=O)=O)=O)=O N-(1-((2-((1R,5S)-3-oxa-8-aza-bicyclo[3.2.1]octan-8-yl)-5-fluoro-benzo[d]thiazol-4-yl)oxy)-2-oxo-6,9,12-trioxa-3-azatetradecan-14-yl)-4-(2,4-dioxotetrahydropyrimidin-1(2H)-yl)benzamide